C(CCCCCCCCCCCCC)(=O)OCC(COCCOCCOC)OC(CCCCCCCCCCCCC)=O (3-(2-(2-methoxyethoxy) ethoxy)-2-tetradecanoyloxypropyl) tetradecanoate